CC1=C(C#N)C=C(C=C1)[C@]1(C[C@@H]2[C@H](N(OC2(C)C)C)[C@H](C1)C)C |r| rac-2-methyl-5-((3ar,5r,7s,7ar)-1,3,3,5,7-pentamethyloctahydrobenzo[c]isoxazol-5-yl)benzonitrile